C(#N)CNCCN(CCN1C(N(CC1)CCN(CC#N)CC#N)=O)CCNCC#N 2,2'-((2-(3-(2-(bis(2-((cyanomethyl)amino)eth-yl)amino)ethyl)-2-oxoimidazolidin-1-yl)ethyl)azanediyl)diacetonitrile